FC=1C=C(C=C(C1)F)[C@H]1N(OCC1)C(=O)[C@@H]1CC[C@H](CCC1)COC1=CC(=NC=N1)C(=O)N trans-6-[[4-[(3S)-3-(3,5-difluorophenyl)-1,2-oxazolidine-2-carbonyl]cycloheptyl]methoxy]pyrimidine-4-carboxamide